CO[C@H]1C[C@H](CC1)N1CC2=CC=CC=C2C=C1 2-((cis)-3-methoxycyclopentyl)isoquinolin